(6-bromo-3-carbamoyl-1-chloro-2-naphthyl)-5-[(4-chloroindazol-1-yl)methyl]-2-(3-chloro-2-pyridinyl)pyrazole-3-carboxamide BrC=1C=C2C=C(C(=C(C2=CC1)Cl)C1=C(N(N=C1CN1N=CC2=C(C=CC=C12)Cl)C1=NC=CC=C1Cl)C(=O)N)C(N)=O